NCC=1C=CC(=C(C#N)C1)F 5-(aminomethyl)-2-fluoro-benzonitrile